NC1=C(C2=C(C=C1C1=C3C=NNC3=CC=C1C)C1=NC(=CC=C1O2)OCC=2C=NC=CC2)C(=O)N 7-amino-8-(5-methyl-1H-indazol-4-yl)-2-(pyridin-3-ylmethoxy)benzofuro[3,2-b]pyridine-6-carboxamide